FC(C(C(F)(F)F)(O)C1=CC=C(C=C1)C1=CC(=C(C=C1)CN1CC2(C1)CN(C2)S(=O)(=O)C)O)(F)F 4'-(1,1,1,3,3,3-hexafluoro-2-hydroxypropan-2-yl)-4-((6-(methylsulfonyl)-2,6-diazaspiro[3.3]heptan-2-yl)methyl)-[1,1'-biphenyl]-3-ol